4-Methoxy-6-[1-[1-(5,5-Dimethylpyrrolidin-3-yl)azetidin-3-yl]-5-methylpyrazol-4-yl]-pyrazolo[1,5-a]pyridine-3-carbonitrile COC=1C=2N(C=C(C1)C=1C=NN(C1C)C1CN(C1)C1CNC(C1)(C)C)N=CC2C#N